[N+](=O)(OCC1CN(C1)C1CN(C1)S(=O)(=O)C1=CC(=C(C=C1)OCC)C=1NC(C2=C(N1)C(=NN2C)CCC)=O)[O-] (1'-((4-ethoxy-3-(1-methyl-7-oxo-3-propyl-6,7-dihydro-1H-pyrazolo[4,3-d]pyrimidin-5-yl)phenyl)sulfonyl)-[1,3'-biazetidin]-3-yl)methyl nitrate